OCCN(CCO)CCCN1N=NC2=C1C=CC=C2 1-[bis(hydroxyethyl)aminoethyl]methylbenzotriazole